C[C@H]1N(C[C@@H](N(C1)C=1C2=C(N=CN1)NC=C2C(=C)C)C)C(=O)OC(C)(C)C tert-Butyl (2R,5S)-2,5-dimethyl-4-(5-(prop-1-en-2-yl)-7H-pyrrolo[2,3-d]pyrimidin-4-yl)piperazine-1-carboxylate